Ethyl (R)-6-(2-chlorophenyl)-8-ethynyl-4-methyl-4H-benzo[f]imidazo[1,5-a][1,4]diazepine-3-carboxylate ClC1=C(C=CC=C1)C1=N[C@@H](C=2N(C3=C1C=C(C=C3)C#C)C=NC2C(=O)OCC)C